n-propylisopropyl-aminosilane C(CC)[SiH](N)C(C)C